1-[4-[4,5-Dihydroxy-6-(hydroxymethyl)-3-(3,4,5-trihydroxy-6-methyloxan-2-yl)oxyoxan-2-yl]oxy-2,6-dihydroxyphenyl]-3-(3-hydroxy-4-methoxyphenyl)prop-2-en-1-one OC1C(C(OC(C1O)CO)OC1=CC(=C(C(=C1)O)C(C=CC1=CC(=C(C=C1)OC)O)=O)O)OC1OC(C(C(C1O)O)O)C